N,N-didodecyl-N-methyl-hydroxyethyl-ammonium bromide [Br-].C(CCCCCCCCCCC)[N+](C)(CCCCCCCCCCCC)CCO